(6S)-6-(hydroxymethyl)-2,4-dioxo-1,3,7-triazaspiro[4.5]decane-7-carboxylic acid tert-butyl ester C(C)(C)(C)OC(=O)N1[C@@H](C2(C(NC(N2)=O)=O)CCC1)CO